5-((4-(4-(trifluoromethyl)phenyl)pyridin-2-yl)methylene)thiazolidine-2,4-dione FC(C1=CC=C(C=C1)C1=CC(=NC=C1)C=C1C(NC(S1)=O)=O)(F)F